FC1=CC2=C(N=CS2)C(=C1C)C1CC(C1)O (1r,3r)-3-(6-fluoro-5-methylbenzo[d]thiazol-4-yl)cyclobutan-1-ol